(14R,15R)-1-(3-(6,8-dichloro-2-methyl-1,2,3,4-tetrahydroisoquinolin-4-yl)phenylsulfonylamino)-14,15-dihydroxy-13-oxo-3,6,9-trioxa-12-azahexadecane-16-oic acid ClC=1C=C2C(CN(CC2=C(C1)Cl)C)C=1C=C(C=CC1)S(=O)(=O)NCCOCCOCCOCCNC([C@@H]([C@H](C(=O)O)O)O)=O